Ethyl (5-(3-chlorophenyl)-4-(difluoromethyl)-3-hydroxypicolinoyl)glycinate ClC=1C=C(C=CC1)C=1C(=C(C(=NC1)C(=O)NCC(=O)OCC)O)C(F)F